dioleoyl-ethyl-hydroxyethyl-methyl-ammonium sulfate S(=O)(=O)([O-])[O-].C(CCCCCCC\C=C/CCCCCCCC)(=O)C([NH+](CCO)CC)C(CCCCCCC\C=C/CCCCCCCC)=O.C(CCCCCCC\C=C/CCCCCCCC)(=O)C(C(CCCCCCC\C=C/CCCCCCCC)=O)[NH+](CC)CCO